N[C@H]1[C@H](CCC1)OC=1C(=C2CN(C(C2=CC1)=O)C1C(NC(CC1)=O)=O)F 3-(5-(((1s,2r)-2-aminocyclopentyl)oxy)-4-fluoro-1-oxoisoindolin-2-yl)piperidine-2,6-dione